S(O)(O)=O.C(CCC=O)=O succinaldehyde bisulfite